7-Methoxy-4-((1-((5-methylisoxazol-3-yl)carbamoyl)-1H-indol-5-yl)oxy)quinoline-6-carboxamide COC1=C(C=C2C(=CC=NC2=C1)OC=1C=C2C=CN(C2=CC1)C(NC1=NOC(=C1)C)=O)C(=O)N